N-(3,5-dimethyltricyclo[3.3.1.13,7]dec-1-yl)-2,6-difluorobenzenesulfonamide CC12CC3(CC(CC(C1)(C3)C)C2)NS(=O)(=O)C2=C(C=CC=C2F)F